C(CCN(C)CCCOC=1C(=C(C=CC1)C1=C(C(=CC=C1)OCCCN1C[C@@H](CC1)O)C)C)N(C)CCCOC=1C(=C(C=CC1)C1=C(C(=CC=C1)OCCCN1C[C@@H](CC1)O)C)C (3R,3'R)-1,1'-((((((Propan-1,3-diylbis(methylazandiyl))bis(propan-3,1-diyl))bis(oxy))bis(2,2'-dimethyl-[1,1'-biphenyl]-3',3-diyl))bis(oxy))bis(propan-3,1-diyl))bis(pyrrolidin-3-ol)